NC(C#N)C=1C=NN2C1C(=CC=C2F)C 2-amino-2-(7-fluoro-4-methyl-pyrazolo[1,5-a]pyridin-3-yl)acetonitrile